4,5,6,7-tetrahydropyrazolo[1,5-a]Pyrimidine N1=CC=C2N1CCCN2